tert-Butyl {3-[(6-acetyl-4-chloro-1H-indazol-7-yl)oxy]propyl}carbamate C(C)(=O)C1=CC(=C2C=NNC2=C1OCCCNC(OC(C)(C)C)=O)Cl